OC(C)CC(CC)OC1=C(C=CC=C1)C1=NC(=NC(=N1)C1=CC=CC=C1)C1=CC=CC=C1 2-(2-Hydroxy-4-hexyloxy)phenyl-4,6-diphenyl-1,3,5-triazine